tert-butyl ((4bS,9bS)-1-amino-7-bromo-4b-hydroxy-10-oxo-4b,10-dihydro-9bH-indeno[1,2-b]benzofuran-9b-yl)carbamate NC1=C2C([C@@]3([C@@](OC4=C3C=CC(=C4)Br)(C2=CC=C1)O)NC(OC(C)(C)C)=O)=O